C(CCCCCCCCCCCCCCC)OC[C@H](OCCCCCCCCCCCCCCCC)CO |r| 1,2-dicetyl-rac-glycerol